(R)-6-Bromo-N-(1-(3-(difluoromethyl)-2-fluorophenyl)ethyl)cinnoline BrC=1C=C2C=CNN(C2=CC1)[C@H](C)C1=C(C(=CC=C1)C(F)F)F